tert-butyl (3-(((1-(3,5-bis(benzyloxy)pyridin-2-yl)ethyl)amino)methyl)-2-fluorophenyl)carbamate C(C1=CC=CC=C1)OC=1C(=NC=C(C1)OCC1=CC=CC=C1)C(C)NCC=1C(=C(C=CC1)NC(OC(C)(C)C)=O)F